(R)-2-(3-chloro-5-formylphenyl)propionitrile ClC=1C=C(C=C(C1)C=O)[C@H](C#N)C